CC(CCCCC(=O)O)(C)C 6,6-dimethyl-heptanoic acid